Cl.NC1=NC(=NC(=C1N)O)O 4,5-diamino-2,6-dihydroxypyrimidine hydrochloride